6-(8-Fluoro-2-methylimidazo[1,2-a]pyridin-6-yl)-2-(piperidin-1-yl)[1,3]thiazolo[4,5-b]pyrazin FC=1C=2N(C=C(C1)C=1N=C3C(=NC1)N=C(S3)N3CCCCC3)C=C(N2)C